2-(2-(cyclopropanesulfonamido)thiazol-4-yl)-N-(2-fluoro-4-(5-methoxypyridin-3-yl)phenyl)-2-methylpropanamide C1(CC1)S(=O)(=O)NC=1SC=C(N1)C(C(=O)NC1=C(C=C(C=C1)C=1C=NC=C(C1)OC)F)(C)C